2-ethylhexyl-glycidyl ether C(C)C(COCC1CO1)CCCC